tert-butyl 4-[5-ethyl-2-(2-methoxy-4-pyridyl)-7-oxo-4-[2-oxo-2-[[3-(trifluoromethyl)-1-bicyclo[1.1.1]pentanyl]amino]ethyl]oxazolo[4,5-b]pyridin-6-yl]piperazine-1-carboxylate C(C)C1=C(C(C2=C(N1CC(NC13CC(C1)(C3)C(F)(F)F)=O)N=C(O2)C2=CC(=NC=C2)OC)=O)N2CCN(CC2)C(=O)OC(C)(C)C